ClC1=CN=CC(=N1)N1CC(CC1)(O)C 1-(6-chloropyrazin-2-yl)-3-methylpyrrolidin-3-ol